CC1(OB(OC1(C)C)C=1C=CC(=NC1)N1CCC2(CCN(CC2)C(=O)OC(C)(C)C)CC1)C tert-butyl 9-(5-(4,4,5,5-tetramethyl-1,3,2-dioxaborolan-2-yl)pyridin-2-yl)-3,9-diazaspiro[5.5]undecane-3-carboxylate